N-((3S,5S)-1-((3S,4R)-1-(tert-butyl)-4-(2,4-difluorophenyl)pyrrolidine-3-carbonyl)-5-(morpholine-4-carbonyl)pyrrolidin-3-yl)-N-((1s,4R)-4-methylcyclohexyl)pivalamide hydrochloride Cl.C(C)(C)(C)N1C[C@H]([C@@H](C1)C1=C(C=C(C=C1)F)F)C(=O)N1C[C@H](C[C@H]1C(=O)N1CCOCC1)N(C(C(C)(C)C)=O)C1CCC(CC1)C